N1(CCCC1)CC=1C=CC=C(C#N)C1 5-(pyrrolidin-1-ylmethyl)benzonitrile